3-(7-(1-((6-(3-Hydroxyoxetan-3-yl)pyridin-2-yl)methyl)-1H-1,2,3-triazole-4-yl)-3H-imidazo[4,5-b]pyridin-5-yl)-2-methylbenzonitrile OC1(COC1)C1=CC=CC(=N1)CN1N=NC(=C1)C1=C2C(=NC(=C1)C=1C(=C(C#N)C=CC1)C)NC=N2